CC1(C(C1)C1=C(C2=CC=CC=C2C=C1)C1=CC=CC=C1)C 2-(2,2-dimethylcyclopropyl)naphthylbenzene